(3S,10R,13S)-17-(4-Methoxy-1H-imidazol-1-yl)-10,13-dimethyl-2,3,4,7,8,9,10,11,12,13,14,15-dodecahydro-1H-cyclopenta[a]phenanthren-3-ol COC=1N=CN(C1)C1=CCC2C3CC=C4C[C@H](CC[C@@]4(C3CC[C@]12C)C)O